5-bromo-1,6-dihydro-6-oxo-1-phenylpyridazin-4-yl-oxamic acid BrC1=C(C=NN(C1=O)C1=CC=CC=C1)NC(C(=O)O)=O